NC1=NN(C=C1C(N)=O)C1(C(CN(CC1)C(=O)OC(C)(C)C)F)CC#N Racemic-tert-butyl 4-(3-amino-4-carbamoyl-1H-pyrazol-1-yl)-4-(cyanomethyl)-3-fluoropiperidine-1-carboxylate